ClC1=C(C=C(C(=C1)F)[N+](=O)[O-])C(F)(F)F 1-Chloro-5-fluoro-4-nitro-2-(trifluoromethyl)benzene